COC(C1=C(C(=C(C(=C1)Cl)NC(C)=O)Br)OCCBr)=O 4-(acetylamino)-3-bromo-2-(2-bromoethoxy)-5-chlorobenzoic acid methyl ester